(7R,14R)-1-(difluoromethoxy)-6-(methyl-d3)-11-((1-(2,2,2-trifluoroethyl)azetidin-3-yl)ethynyl)-6,7-dihydro-7,14-methanobenzo[f]benzo[4,5]imidazo[1,2-a][1,4]diazocin-5(14H)-one FC(OC1=CC=CC=2C(N([C@H]3C=4N([C@@H](C21)C3)C3=C(N4)C=CC(=C3)C#CC3CN(C3)CC(F)(F)F)C([2H])([2H])[2H])=O)F